cyclohexane-1-carbonitrile hydrochloride Cl.C1(CCCCC1)C#N